C(CCCCCCCCCCC)(=O)OCCCCCN(CCCCCCCOC(C(CCCCCCCC)CCCCCCCC)=O)CCNC(CCC(NCCN(CCCCCCCOC(C(CCCCCCCC)CCCCCCCC)=O)CCCCCOC(CCCCCCCCCCC)=O)=O)=O 5-[(2-{3-[(2-{[5-(dodecan-oyloxy)pent-yl]({7-[(2-octyldecanoyl)oxy]hept-yl})amino}-ethyl)carbamoyl]propan-amido}ethyl)-({7-[(2-octyl-decanoyl)-oxy]heptyl})-amino]pent-yl dodecanoate